C(C1=CC=CC=C1)OC1=C(C=C(C(=C1)Br)C)C(C)=O 1-(2-benzyloxy-4-bromo-5-methyl-phenyl)ethanone